Ethyliden-Norbornen C(C)=C1C2C=CC(C1)C2